NC=1C(=C(C(=O)NCC2=CC(=C(C=C2)OC)F)C(=CC1)Cl)Cl 3-amino-2,6-dichloro-N-(3-fluoro-4-methoxybenzyl)benzamide